3,4,5-tribenzyl-benzoic acid C(C1=CC=CC=C1)C=1C=C(C(=O)O)C=C(C1CC1=CC=CC=C1)CC1=CC=CC=C1